(2R,7aR)-5-oxo-2-(trifluoromethoxy)hexahydro-1H-pyrrolizine-7a-carboxylic acid ethyl ester C(C)OC(=O)[C@@]12CCC(N2C[C@@H](C1)OC(F)(F)F)=O